8α-hydroxyoxycodone hydrochloride Cl.O[C@@H]1CC([C@H]2[C@]34C=5C(=C(C=CC5C[C@H]([C@]13O)N(C)CC4)OC)O2)=O